CCCCCCCCC(=O)O n-NONANOIC ACID